5-cyano-N-ethyl-6-methyl-(2,2,2-trifluoro-1-(4-fluorophenyl)ethyl)pyridine-3-sulfonamide C(#N)C=1C=C(C(=NC1C)C(C(F)(F)F)C1=CC=C(C=C1)F)S(=O)(=O)NCC